C(#N)C1=C(C=CC(=C1)OC1=NC=CC=C1F)C1=NOC(=N1)CC(C(=O)O)=C 2-((3-(2-cyano-4-((3-fluoropyridin-2-yl)oxy)phenyl)-1,2,4-oxadiazol-5-yl)methyl)acrylic acid